4-(1-(3-chloropyridoyl)pyrrolidin-3-yl)-3-(1,3-dioxane-2-yl)benzaldehyde ClC=1C(=NC=CC1)C(=O)N1CC(CC1)C1=C(C=C(C=O)C=C1)C1OCCCO1